CC1=C(C=NC(=C1)C)N1C(NC2=C1C=CC=C2)=O 1-(4,6-dimethylpyridin-3-yl)-1H-benzo[d]imidazol-2(3H)-one